C(CC)OCOCCCC(CC(C)O)C 6-hydroxy-4-methylheptyl propyloxymethyl ether